N-(6,6-difluorobicyclo[3.1.0]hexan-3-yl)-6-(1H-imidazol-1-yl)picolinamide FC1(C2CC(CC12)NC(C1=NC(=CC=C1)N1C=NC=C1)=O)F